(S)-2-amino-3-(4-((3-methyl-1H-pyrrolo[2,3-b]pyridin-4-yl)oxy)phenyl)propan-1-ol N[C@H](CO)CC1=CC=C(C=C1)OC1=C2C(=NC=C1)NC=C2C